C(C)N(CC)C1=C(C(OC2=CC=CC=C12)=O)C=O diethylaminocoumarin-3-formaldehyde